trans-tert-butyl (2S)-2-[[3-(hydroxymethyl)cyclobutanecarbonyl]-methyl-amino]-3-methyl-butanoate OC[C@@H]1C[C@H](C1)C(=O)N([C@H](C(=O)OC(C)(C)C)C(C)C)C